lithium-copper (II) oxide [Cu]=O.[Li]